CN1CC(CCC1)CC1=C2C(=C(N=N1)C1=C(C=C(C=C1)C(F)(F)F)O)C=NC=C2 2-{1-[(1-methylpiperidin-3-yl)methyl]pyrido[3,4-d]pyridazin-4-yl}-5-(trifluoromethyl)phenol